Cl.FC[C@H]1CNCC1 (3R)-3-(fluoromethyl)pyrrolidine hydrochloride